benzyl N-[2-[4-(2-chloro-1-methyl-ethyl)piperazin-1-yl]ethyl]carbamate ClCC(C)N1CCN(CC1)CCNC(OCC1=CC=CC=C1)=O